[3-(3,5-di-tert-butyl-4-hydroxyphenyl)propionyloxymethyl]methane C(C)(C)(C)C=1C=C(C=C(C1O)C(C)(C)C)CCC(=O)OCC